NCCC[Si](C)(C)OC(C)C 3-aminopropyl(isopropoxydimethylsilane)